rac-1-(3-fluoropyrrolidin-3-yl)ethan-1-ol FC1(CNCC1)C(C)O